2-(1,3-dimethyl-3-(3-(trifluoromethyl)phenyl)ureido)-5-oxo-5H-thieno[3,2-b]pyran-6-carboxylic acid CN(C(=O)N(C1=CC(=CC=C1)C(F)(F)F)C)C1=CC=2OC(C(=CC2S1)C(=O)O)=O